FC(S(=O)(=O)OC1=NC2=CC(=CC=C2N=C1)SCC1=CC=CC=C1)(F)F 7-(benzylthio)quinoxalin-2-yl trifluoromethanesulfonate